BrC=1C=C(C=CC1F)N1C(=NOC1=O)C=1C(=NON1)SCCNC(OC(C)(C)C)=O tert-butyl (2-((4-(4-(3-bromo-4-fluorophenyl)-5-oxo-4,5-dihydro-1,2,4-oxadiazol-3-yl)-1,2,5-oxadiazol-3-yl)thio)ethyl)carbamate